2-(difluoromethyl)-5-(4-((4-(4-fluoro-3-(piperazin-1-yl)phenyl)-1H-1,2,3-triazol-1-yl)methyl)phenyl)-1,3,4-oxadiazole FC(C=1OC(=NN1)C1=CC=C(C=C1)CN1N=NC(=C1)C1=CC(=C(C=C1)F)N1CCNCC1)F